ClC1=C(COC2(COC2)C2=CC(=C(C=C2C)N=CN(C)CC)C)C(=CC=C1)Cl N'-(4-(3-((2,6-dichlorobenzyl)oxy)oxetan-3-yl)-2,5-dimethylphenyl)-N-ethyl-N-methylformimidamide